(3S)-1-[7-[(3,5-difluoro-2-pyridinyl)methyl]-2-azaspiro[3.5]nonane-2-carbonyl]pyrrolidine-3-carboxamide FC=1C(=NC=C(C1)F)CC1CCC2(CN(C2)C(=O)N2C[C@H](CC2)C(=O)N)CC1